5-bromo-2,6-dichloro-N-(4-fluorophenyl)pyrimidin-4-amine BrC=1C(=NC(=NC1Cl)Cl)NC1=CC=C(C=C1)F